NC([C@H](C[C@@H]1C(NC=2N(C1)N=CC2)=O)NC(OC(C)(C)C)=O)=O |o1:4| tert-butyl ((S)-1-amino-1-oxo-3-((S*)-5-oxo-4,5,6,7-tetrahydropyrazolo[1,5-a]pyrimidin-6-yl)propan-2-yl)carbamate